N-(2,3-dimethylcyclohexyl)-7-methoxy-2-(tetrahydro-2H-pyran-4-yl)imidazo[1,2-a]pyridine-6-carboxamide CC1C(CCCC1C)NC(=O)C=1C(=CC=2N(C1)C=C(N2)C2CCOCC2)OC